ClC1=CC(=C(C=C1)/C=C/C(=O)OC)O (E)-methyl 3-(4-chloro-2-hydroxyphenyl)acrylate